1-(1H-Benzimidazol-5-yl)-5-{4-[2-(propan-2-yl)-2H-tetrazol-5-yl]phenyl}imidazolidine-2,4-dione N1C=NC2=C1C=CC(=C2)N2C(NC(C2C2=CC=C(C=C2)C=2N=NN(N2)C(C)C)=O)=O